NC1=C2N=CN(C2=NC=N1)C[C@@H](C)OCP(OCCSCCCCCCCCCCCCCCC#CC(F)(F)F)(O)=O 2-((17,17,17-trifluoroheptadec-15-yn-1-yl)thio)ethyl hydrogen ((((R)-1-(6-amino-9H-purin-9-yl)propan-2-yl)oxy)methyl)phosphonate